N-(4-(2-(2-(benzo[d][1,3]dioxol-5-yl)acetamido)-5-methylthiazol-4-yl)-2-methylphenyl)-2-methylbenzamide O1COC2=C1C=CC(=C2)CC(=O)NC=2SC(=C(N2)C2=CC(=C(C=C2)NC(C2=C(C=CC=C2)C)=O)C)C